CC(C)(C)OC(CCOCCOCCN)=O 3-({2-[(2-aminoethyl)oxy]ethyl}oxy)propionic acid-2-methylpropan-2-yl ester